2-(2-(trifluoromethyl)phenyl)azetidin FC(C1=C(C=CC=C1)C1NCC1)(F)F